FC(C(C(C(C(C(C(C(C(C(C(F)(F)F)(F)F)(F)F)(F)F)(F)F)(F)F)(F)F)(F)F)(F)F)(O)F)(O)F perfluoro-undecane-1,2-diol